COC1=NC(=NC(=N1)OC)N1N=C(C=C1)OC1=CC(=C(N)C=C1)F 4-((1-(4,6-dimethoxy-1,3,5-triazin-2-yl)-1H-pyrazol-3-yl)oxy)-2-fluoroaniline